NC1=C(C2=C(S1)CC(CC2)(C2=CC=CC=C2)CO[Si](C)(C)C(C)(C)C)C(=O)OCC Ethyl 2-amino-6-(((tert-butyldimethylsilyl)oxy)methyl)-6-phenyl-4,5,6,7-tetrahydrobenzo[b]thiophene-3-carboxylate